2,3,10,11-tetramethoxy-5,6,7,8,13,13a-hexahydroisoquinolino[3,2-a]isoquinoline COC=1C(=CC=2CCN3C(C2C1)CC=1C=C(C(=CC1C3)OC)OC)OC